(S)-2-(tert-butoxycarbonyl-(methyl)amino)-4-fluoro-4-methylpentanoic acid C(C)(C)(C)OC(=O)N([C@H](C(=O)O)CC(C)(C)F)C